N-(2-((2-chlorophenyl)thio)quinolin-6-yl)-3-hydroxy-4-methoxypicolinamide ClC1=C(C=CC=C1)SC1=NC2=CC=C(C=C2C=C1)NC(C1=NC=CC(=C1O)OC)=O